C(CCCCCCC)CC(CCCCCCCCCC)O octyl-2-dodecanol